N-((3R,4S)-1-(ethylsulfonyl)-3-methylpiperidin-4-yl)-6-(1H-pyrazol-4-yl)-5-((tetrahydro-2H-pyran-4-yl)oxy)-[1,2,4]triazolo[1,5-a]pyrazin-2-amine C(C)S(=O)(=O)N1C[C@H]([C@H](CC1)NC1=NN2C(C=NC(=C2OC2CCOCC2)C=2C=NNC2)=N1)C